OC[C@@H]1[C@H]([C@@H]([C@H]([C@@H](O1)O)O)O)O (2R,3R,4S,5S,6R)-6-(hydroxymethyl)tetrahydropyran-2,3,4,5-tetraol